6-(3-chlorophenyl)-6-(pyrrolidin-1-yl)-4,5,6,7-tetrahydrobenzothiazol-2-amine ClC=1C=C(C=CC1)C1(CC2=C(N=C(S2)N)CC1)N1CCCC1